C12CNCC(CC1)N2C=2SC=1CN(CCC1N2)C(C(C)(OC2=CC=CC=C2)C)=O 1-(2-(3,8-diazabicyclo[3.2.1]octan-8-yl)-6,7-dihydrothiazolo[5,4-c]pyridin-5(4H)-yl)-2-methyl-2-phenoxypropan-1-one